C(C)C(COC(CCCCC(=O)OCC(CCCC)CC)=O)CCCC Bis(2-ethylhexyl)hexandioat